1-(4,5-dichloro-2-hydroxybenzyl)-N,N-dimethylpiperidine-4-carboxamide ClC1=CC(=C(CN2CCC(CC2)C(=O)N(C)C)C=C1Cl)O